BrC=1C=C(C(=NC1)[N+](=O)[O-])N 5-bromo-2-nitro-pyridin-3-amine